Cl.N1C(=NC2=C1C=CC=C2)C(C2=C(C(=CC=C2)F)O)OC2CCN(CC2)C 2-[(1H-benzimidazol-2-yl)(1-methylpiperidin-4-yloxy)methyl]-6-fluorophenol, hydrochloride